FC1(OC2=C(O1)C=CC(=C2)[C@@H](C)O)F (R)-1-(2,2-difluorobenzo[d][1,3]dioxol-5-yl)ethan-1-ol